2,6-di-tert-butylphenol sodium [Na].C(C)(C)(C)C1=C(C(=CC=C1)C(C)(C)C)O